F[C@@H](C1(COC1)C=1C=C(C=CC1)N1C(C2=CC(=CC(=C2C1)C(F)(F)F)CN1[C@H]2CC(C[C@@H]1CC2)F)=O)C2=NN=CN2C 2-(3-(3-((S)-fluoro(4-methyl-4H-1,2,4-triazol-3-yl)methyl)oxetan-3-yl)-phenyl)-6-(((1R,3S,5S)-3-fluoro-8-azabicyclo[3.2.1]octan-8-yl)methyl)-4-(trifluoromethyl)isoindolin-1-one